1-(3',4'-dimethylphenyl)thiourea CC=1C=C(C=CC1C)NC(=S)N